2-(4-chloro-2-methoxy-phenyl)-2-((3-methoxy-5-(methylsulfonyl)phenyl)amino)-1-(6-methoxy-7-methyl-1H-indol-3-yl)ethanone ClC1=CC(=C(C=C1)C(C(=O)C1=CNC2=C(C(=CC=C12)OC)C)NC1=CC(=CC(=C1)S(=O)(=O)C)OC)OC